ClC1=NC(=NC(=N1)NCC)NCC 2-chloro-4,6-bis-ethylamino-1,3,5-triazine